CC1=C2C(C(=CN(C2=NC(=C1)N1CC(C1)C(CC)=O)C1=NC(=NS1)C=1C=NC=CC1)C(=O)O)=O 5-methyl-4-oxo-7-(3-propionylazetidin-1-yl)-1-[3-(pyridin-3-yl)-1,2,4-thiadiazol-5-yl]-1,4-dihydro-1,8-naphthyridine-3-carboxylic acid